(3S,5S)-3,5-diaminohexanoate N[C@H](CC(=O)[O-])C[C@H](C)N